C(C(C)C)(=O)OC1=C(C=C(C=C1)Br)C=NC1=C(C(=CC=C1)Cl)Cl 4-bromo-2-((2,3-dichloro-phenylimino)meth-yl)phenyl isobutyrate